COC1CCC(CC1)C1=NN(C(=C1)C(=O)O)C 3-((1s,4s)-4-methoxycyclohexyl)-1-methyl-1H-pyrazole-5-carboxylic acid